6-phenyl-2H-spiro[silino[2,3-c]pyridine-1,1-silolane] C1(=CC=CC=C1)C=1C=C2C(=CN1)[Si]1(CCCC1)CC=C2